(R)-3-((7-bromo-2-chloro-8-fluoroquinazolin-4-yl)(methyl)amino)pyrrolidine-1-carboxylic acid tert-butyl ester C(C)(C)(C)OC(=O)N1C[C@@H](CC1)N(C)C1=NC(=NC2=C(C(=CC=C12)Br)F)Cl